3-[1-(2,2-Dimethylpropanoyl)-5-{[(4-fluorophenyl)methyl]amino}-4-methyl-1H-pyrazol-3-yl]-1-(morpholin-4-carbonyl)pyrrolidin-2-on CC(C(=O)N1N=C(C(=C1NCC1=CC=C(C=C1)F)C)C1C(N(CC1)C(=O)N1CCOCC1)=O)(C)C